2-(4-(6-(4-isopropyl-5-(8-methoxy-[1,2,4]triazolo[1,5-a]pyridin-6-yl)-1H-pyrazol-3-yl)pyridin-3-yl)piperidin-1-yl)-N,N-dimethylacetamide C(C)(C)C=1C(=NNC1C=1C=C(C=2N(C1)N=CN2)OC)C2=CC=C(C=N2)C2CCN(CC2)CC(=O)N(C)C